C(C)N(C=1C2=C(N=CN1)C=C(S2)C)/N=C/C=2C=CC1=C(COB1O)C2 N-Ethyl-N-[(E)-(1-Hydroxy-3H-2,1-benzoxaborol-5-yl)methylenamino]-6-methyl-thieno[3,2-d]pyrimidin-4-amin